CN(CCOCC(=O)NCCCC)C 2-[2-(dimethylamino)ethoxy]-N-butyl-acetamide